2-[6-(4-bromophenoxy)-2-(trifluoromethyl)-3-pyridyl]-1-(1,2,4-triazole-1-yl)propan-2-ol BrC1=CC=C(OC2=CC=C(C(=N2)C(F)(F)F)C(CN2N=CN=C2)(C)O)C=C1